2-cyclopropyl-N4-(6-(difluoromethoxy)pyridin-3-yl)pyrimidine-2,4,5-triamine C1(CC1)C1(NC=C(C(=N1)NC=1C=NC(=CC1)OC(F)F)N)N